(S)-3-((S)-2-(2-((2-fluorophenyl)amino)-2-oxoacetamido)-4-methylpentanamido)-2-oxo-4-((S)-2-oxopyrrolidin-3-yl)butyl acetate C(C)(=O)OCC([C@H](C[C@H]1C(NCC1)=O)NC([C@H](CC(C)C)NC(C(=O)NC1=C(C=CC=C1)F)=O)=O)=O